tetrahydro-2H-pyran-2,5-diol O1C(CCC(C1)O)O